CCOC(=O)CC[C@@H](C(=O)O)N ethyl gamma-L-glutamate